ClC=1C=C(C=C(C1C)F)C1N=C(CC1)NNC(=O)OC methyl 2-(2-(3-chloro-5-fluoro-4-methylphenyl)-3,4-dihydro-2H-pyrrol-5-yl)hydrazine-1-carboxylate